tert-butyl (3-formyltetrahydrofuran-3-yl)carbamate C(=O)C1(COCC1)NC(OC(C)(C)C)=O